C1(CC1)NC(=O)NC1=C(C(=CC=C1)C)C N-cyclopropyl-N'-(2,3-dimethylphenyl)urea